FC1=C(C2=C([C@@H]3[C@H](B(O2)O)C3)C=C1)C(=O)OCC(=O)N(C)C [2-(dimethylamino)-2-oxo-ethyl] (1aR,7bS)-5-fluoro-2-hydroxy-1a,7b-dihydro-1H-cyclopropa[c][1,2]benzoxaborinine-4-carboxylate